(Z)-1-acetyl-2-((6-((4-(oxetan-3-yl)piperazin-1-yl)methyl)quinolin-2-yl)methylene)-indolin-3-one C(C)(=O)N1\C(\C(C2=CC=CC=C12)=O)=C/C1=NC2=CC=C(C=C2C=C1)CN1CCN(CC1)C1COC1